C(C)(C)(C)OC(=O)N1CC2(C1)CC(C2)C=2N(C(=C(N2)Br)C2=C1C=NN(C1=CC=C2C)C2OCCCC2)C tert-butyl-6-[4-bromo-1-methyl-5-(5-methyl-1-tetrahydropyran-2-yl-indazol-4-yl)imidazol-2-yl]-2-azaspiro[3.3]heptane-2-carboxylate